C1(CC1)C=1C(=NN(C1)C1CC2(CN(C2)C(=O)C2=C(C=CC(=C2)O)F)C1)C1=C(C=CC=C1)C(F)(F)F (6-{4-cyclopropyl-3-[o-(trifluoromethyl)phenyl]-1-pyrazolyl}-2-aza-2-spiro[3.3]heptyl)(2-fluoro-5-hydroxyphenyl)methanone